2-(mercaptoethylthio)ethane SCCSCC